1-(3-((6-(2,4-difluorophenoxy)-8,9-dihydroimidazo[1',2':1,6]pyrido[2,3-d]pyrimidin-2-yl)amino)pyrrolidin-1-yl)prop-2-en-1-one tert-butyl-2-bromo-3-fluoro-6-methylbenzoate C(C)(C)(C)OC(C1=C(C(=CC=C1C)F)Br)=O.FC1=C(OC2=CC3=C(N=C(N=C3)NC3CN(CC3)C(C=C)=O)N3C2=NCC3)C=CC(=C1)F